(S)-2-(chloromethyl)-3-(oxetan-2-ylmethyl)-3H-imidazo[4,5-b]Pyridine-5-carbonitrile ClCC1=NC=2C(=NC(=CC2)C#N)N1C[C@H]1OCC1